C1(CC1)C1=C(C(=NO1)C1=C(C=CC=C1Cl)Cl)CO[C@H]1C[C@@H](NCC1)C (2s,4r)-4-((5-cyclopropyl-3-(2,6-dichlorophenyl)isoxazol-4-yl)methoxy)-2-methylpiperidine